FC(C1=CC=C(C[C@H](N)C(=O)O)C=C1)(F)F 4-trifluoromethyl-L-Phenylalanine